FC(S(=O)(=O)OC1=C(C(N(C=2N(C(N(C(C21)=O)C2CC2)=O)C2=C(C=C(C=C2)I)F)C)=O)C)(F)F [3-cyclopropyl-1-(2-fluoro-4-iodo-phenyl)-6,8-dimethyl-2,4,7-trioxo-pyrido[2,3-d]pyrimidin-5-yl] trifluoromethanesulfonate